BrC1=CC2=C(NS(C2)(=O)=O)C=C1F 5-bromo-6-fluoro-1,3-dihydrobenzo[C]isothiazole 2,2-dioxide